O-ethylhydroxylamine Hydrochloride salt Cl.C(C)ON